CC(=CCC1=C(C=C(C(=C1O)C1NC2=CC=CC=C2C1)CCCCC)O)CCC=C(C)C 2-(3,7-dimethylocta-2,6-dien-1-yl)-4-(indolin-2-yl)-5-pentylbenzene-1,3-diol